ClC=1C=C(OC2CCC(CC2)C2=C(N=NC(=C2)N2CCC(CC2)C=O)C(=O)N)C=CC1C#N ((1r,4r)-4-(3-chloro-4-cyanophenoxy)cyclohexyl)-6-(4-formylpiperidin-1-yl)pyridazine-3-carboxamide